1-(5-(3-(1,1-dioxido-4-oxo-1,2,5-thiadiazolidin-2-yl)-2-fluoro-4-hydroxyphenyl)-1H-pyrazol-3-yl)cyclopropane-1-carbonitrile O=S1(N(CC(N1)=O)C=1C(=C(C=CC1O)C1=CC(=NN1)C1(CC1)C#N)F)=O